2-trifluoromethylpyridiniumsulfonate FC(C1=[N+](C=CC=C1)S(=O)(=O)[O-])(F)F